5-methyl-2-(p-tolyl)-2,4-dihydro-3H-pyrazol-3-one CC=1CC(N(N1)C1=CC=C(C=C1)C)=O